2-(sec-butoxy)-5-(4,4,5,5-tetramethyl-1,3,2-dioxaborolan-2-yl)pyrimidine C(C)(CC)OC1=NC=C(C=N1)B1OC(C(O1)(C)C)(C)C